C(C)(=O)NC(C(=O)O)=CC1=CC=CC=C1 α-acetamidocinnamic acid